(piperidin-4-yl)-4H-pyrrolo[3,2-d]thiazole N1CCC(CC1)C=1SC2=C(N1)C=CN2